Methyl (3R)-3-[4-[[(3,4-difluorobenzoyl)-methyl-amino]methyl]triazol-1-yl]-4-(2-naphthyl)butanoate FC=1C=C(C(=O)N(C)CC=2N=NN(C2)[C@@H](CC(=O)OC)CC2=CC3=CC=CC=C3C=C2)C=CC1F